6-chloro-4-morpholinopyridine-2,3-diamine ClC1=CC(=C(C(=N1)N)N)N1CCOCC1